peroxy-stearic acid C(CCCCCCCCCCCCCCCCC)(=O)OO